C(C)(C)(C)C1=CC(=C(C=C1)C([C@@H](CC(C)C)N(C(OC(C)(C)C)=O)S(=O)(=O)C1=CC=C(C=C1)C)O)CCO[Si](C)(C)C(C)(C)C tert-butyl N-[(1R)-1-[[4-tert-butyl-2-[2-[tert-butyl(dimethyl)silyl]oxyethyl]phenyl]-hydroxy-methyl]-3-methyl-butyl]-N-(p-tolyl sulfonyl)carbamate